N-((1r,4r)-4-(difluoromethoxy)cyclohexyl)-5-fluoro-2-(1-methyl-1H-imidazol-5-yl)pyrimidine-4-carboxamide FC(OC1CCC(CC1)NC(=O)C1=NC(=NC=C1F)C1=CN=CN1C)F